OC[C@H](C1=CC=CC=C1)NC1=CC(=NC=C1C1=NC(=NO1)C1=CC=NC=C1)NC1=CC=C2C(=N1)N(NC2=O)C (S)-6-((4-((2-hydroxy-1-phenylethyl)amino)-5-(3-(pyridin-4-yl)-1,2,4-oxadiazol-5-yl)pyridin-2-yl)amino)-1-methyl-1,2-dihydro-3H-pyrazolo[3,4-b]pyridin-3-one